C(C)[C@@H]1CCC(N1)=O (5R)-5-ethylpyrrolidin-2-one